ClC=1C=CC=2N(N1)C(=NN2)C(C=2C=CC=1N(C2)C=CN1)(F)F 6-Chloro-3-(difluoro(imidazo[1,2-a]pyridin-6-yl)methyl)-[1,2,4]triazolo[4,3-b]pyridazine